CN(S(=O)(=O)C1=CC2=CC=CC=C2C=C1)C1=C(C=CC=C1)C#CC1=CC=C(C(=O)O)C=C1 4-{2-[2-(N-methylnaphthalene-2-sulfonamido)phenyl]ethynyl}benzoic acid